CC1=NC(=NC=C1)O[C@H]1CNCC1 R-4-methyl-2-(pyrrolidin-3-yloxy)pyrimidine